N-propyl-3-(pyridin-2-yl)propiolamide C(CC)NC(C#CC1=NC=CC=C1)=O